2,3-difluoro-4-cyanophenetole FC1=C(C=CC(=C1F)C#N)OCC